methyl-((tert-Butoxycarbonyl) amino)-2-hydroxybenzoate CC1=C(C(=C(C(=O)[O-])C=C1)O)NC(=O)OC(C)(C)C